FC1=C(OC2=C(C=C(C=C2)C(=O)N2CCS(CC2)(=O)=O)C=2C3=C(C(N(C2)C)=O)NC=C3)C=CC(=C1)F 4-{2-(2,4-difluorophenoxy)-5-[(1,1-dioxidothiomorpholin-4-yl)carbonyl]phenyl}-6-methyl-1,6-dihydro-7H-pyrrolo[2,3-c]pyridin-7-one